tridecanediic acid C(CCCCCCCCCCCC(=O)O)(=O)O